C(C=C)C1=CC(=C(C=C1)O)C1=CC=CC=C1 4-allyl-2-phenylphenol